O=C1NC(CCC1N1C(C2=CC=CC(=C2C1)NCC(=O)O)=O)=O (2-(2,6-dioxopiperidin-3-yl)-1-Oxoisoindolin-4-yl)aminoacetic acid